3-(4-(hydroxymethyl)-1-(pyrimidin-5-yl)pyrrolidin-3-yl)-4-methyl-N-(5-(trifluoromethyl)pyridin-3-yl)benzamide OCC1C(CN(C1)C=1C=NC=NC1)C=1C=C(C(=O)NC=2C=NC=C(C2)C(F)(F)F)C=CC1C